ClC1=C(C=C(C=2C3=C(NC12)CCNC(C3C)=O)OCC#N)Cl 2-((7,8-dichloro-1-methyl-2-oxo-1,2,3,4,5,6-hexahydroazepino[4,5-b]indol-10-yl)oxy)acetonitrile